O1CCN(CC1)C1=CC=C(C=N1)C1=CC=C(C=C1)S(=O)(=O)N1C[C@@H]([C@@H](CC1)NC1=NC=C(C=C1)C(F)(F)F)O (3s,4r)-1-((4-(6-morpholinopyridin-3-yl)phenyl)sulfonyl)-4-((5-(trifluoromethyl)pyridin-2-yl)amino)piperidin-3-ol